C1(CC1)[C@H](N1C[C@]2(CCN3N=C(C=C32)C=3C=C(C(=NC3)N)OC(F)F)CC1)C=1NC=CN1 5-{(3R)-1-[(S)-cyclopropyl(1H-imidazol-2-yl)methyl]-5',6'-dihydrospiro[pyrrolidine-3,4'-pyrrolo[1,2-b]pyrazol]-2'-yl}-3-(difluoromethoxy)pyridin-2-amine